FC(OC1=CC=C(C=C1)N1C(NCC2=C1N=C(C=C2)OCC)=O)F 1-(4-(difluoromethoxy)phenyl)-7-ethoxy-3,4-dihydropyrido[2,3-d]pyrimidin-2(1H)-one